4-formyl-6-methyl-2-methylsulfanyl-pyrimidine-5-carboxylic acid ethyl ester C(C)OC(=O)C=1C(=NC(=NC1C)SC)C=O